3-(4-(2,3-difluoro-4-(4,4,5,5-tetramethyl-1,3,2-dioxaborolan-2-yl)phenyl)-3-(trifluoromethyl)-1H-pyrazol-1-yl)propanamide FC1=C(C=CC(=C1F)B1OC(C(O1)(C)C)(C)C)C=1C(=NN(C1)CCC(=O)N)C(F)(F)F